ClC1=CC(=C2C(=N1)N=CN2COCC[Si](C)(C)C)Cl 2-[(5,7-dichloroimidazo[4,5-b]pyridin-1-yl)methoxy]ethyltrimethylsilane